1-(4-Chloro-phenyl)-2,3,4,9-tetrahydro-1H-β-carboline ClC1=CC=C(C=C1)C1NCCC=2C3=CC=CC=C3NC12